2'-chloro-4'-methyl-5',8'-dihydro-6'H-spiro[cyclopropane-1,7'-pteridine]-6'-one ClC1=NC=2NC3(C(NC2C(=N1)C)=O)CC3